C(#N)CNC(C1=CC=C(C=C1)C1=NC(=NC=C1C)NC1=CC=C(C=C1)N1CCC(CC1)O)=O N-(cyanomethyl)-4-(2-(4-(4-hydroxypiperidin-1-yl)phenylamino)-5-methylpyrimidin-4-yl)benzamide